NC(COC1=CC=CC(=N1)C(=O)O)CC 6-(2-aminobutoxy)picolinic acid